O=C([C@H](CC1=CC=CC=C1)N1C(C2=CC=CC=C2C1=O)=O)N1CC=CCC1C=1C=NC=CC1 2-((2S)-1-oxo-3-phenyl-1-(6-(pyridin-3-yl)-5,6-dihydropyridin-1(2H)-yl)propan-2-yl)isoindoline-1,3-dione